(S)-2-chloro-N-(4-chloro-3-(pyridin-2-yl)phenyl)-N4-((tetrahydrofuran-2-yl)methyl)terephthalamide ClC1=C(C(=O)NC2=CC(=C(C=C2)Cl)C2=NC=CC=C2)C=CC(=C1)C(=O)NC[C@H]1OCCC1